5-[2-(dimethylamino) ethyl]-2,2-dimethyl-4,9-dioxo-11-{4-[(1-oxododecyl) oxy] butyl}-5,8-diaza-3,10-dioxapentadec-15-yldodecanoate CN(CCN(C(OC(C)(C)C)=O)CCNC(OC(CCCCOC(CCCCCCCCCCC)=O)CCCCOC(CCCCCCCCCCC)=O)=O)C